C(=O)NC(C(=O)OCC)C(=O)OCC diethyl formamidomalonate